5-[1-(3,5-dichloro-4-pyridyl)ethoxy]-N-[3-[[dimethyl(oxo)-λ6-sulfanylidene]amino]phenyl]-1H-indazole-3-carboxamide ClC=1C=NC=C(C1C(C)OC=1C=C2C(=NNC2=CC1)C(=O)NC1=CC(=CC=C1)N=S(=O)(C)C)Cl